FC=1C=C(C=NC1)C1=NC(=C2N=CN(C2=N1)C(C)C)N[C@@H]1CCC=2NC3=CC=CC=C3C2C1 (3R)-N-[2-(5-fluoro-3-pyridinyl)-9-isopropyl-purin-6-yl]-2,3,4,9-tetrahydro-1H-carbazol-3-amine